1-[2-(tert-butylamino)propyl]pyrrolidin-2-one C(C)(C)(C)NC(CN1C(CCC1)=O)C